tert-butyl 6-[dideuterio(hydroxy)methyl]-2-azaspiro[3.3]heptane-2-carboxylate [2H]C(C1CC2(CN(C2)C(=O)OC(C)(C)C)C1)(O)[2H]